((3aS,4R,6aR)-6-(4-(bis(t-butoxycarbonyl)amino)-5-(furan-2-yl)-7H-pyrrolo[2,3-d]pyrimidin-7-yl)-2,2-dimethyltetrahydrothieno[3,4-d][1,3]dioxol-4-yl)benzoic acid methyl ester COC(C1=C(C=CC=C1)[C@H]1SC([C@@H]2OC(O[C@@H]21)(C)C)N2C=C(C1=C2N=CN=C1N(C(=O)OC(C)(C)C)C(=O)OC(C)(C)C)C=1OC=CC1)=O